C(C)(C)N(C1=CC=C2C=C(C(OC2=C1)(C)C)C=C)C(C)C N,N-diisopropyl-2,2-dimethyl-3-vinyl-2H-chromen-7-amine